2-fluoro-4,6-dimethoxy-1,3,5-triazine FC1=NC(=NC(=N1)OC)OC